tert-Butyl N-(4-bromo-2-chloro-phenyl)-N-tert-butoxycarbonyl-carbamate BrC1=CC(=C(C=C1)N(C(OC(C)(C)C)=O)C(=O)OC(C)(C)C)Cl